5-(quinoxalin-6-yl)-N-(tetrahydro-2H-pyran-4-yl)pyrrolo[2,1-f][1,2,4]triazin-2-amine N1=CC=NC2=CC(=CC=C12)C=1C=CN2N=C(N=CC21)NC2CCOCC2